Pentyl 9-((2-hydroxyethyl)(5-(nonadecan-10-yloxy)-5-oxopentyl)amino)nonanoate OCCN(CCCCCCCCC(=O)OCCCCC)CCCCC(=O)OC(CCCCCCCCC)CCCCCCCCC